N-((S)-2,6-dioxopiperidin-3-yl)nicotinamide Dimethyl-1,3-dimethylcyclohexane-1,3-dicarboxylate COC(=O)C1(CC(CCC1)(C(=O)OC)C)C.O=C1NC(CC[C@@H]1NC(C1=CN=CC=C1)=O)=O